FC1(CC(C1)COC1=C(C=CC(=C1F)F)[C@H]1[C@@H](O[C@]([C@H]1C)(C(F)(F)F)C)C(=O)NC1=CC(=NC=C1)C(=O)N)F 4-((2R,3S,4S,5R)-3-(2-((3,3-difluorocyclobutyl)methoxy)-3,4-difluorophenyl)-4,5-dimethyl-5-(trifluoromethyl)tetrahydrofuran-2-carboxamido)picolinamide